(S)-(1-isocyanoethyl)benzene [N+](#[C-])[C@@H](C)C1=CC=CC=C1